nickel-palladium-copper [Cu].[Pd].[Ni]